FC(CC)(F)C=1C=C(C=CC1)NC(=O)C1C(=NN(C1=O)C1=CC=C2C=CNC2=C1)C N-[3-(1,1-difluoropropyl)phenyl]-1-(1H-indol-6-yl)-3-methyl-5-oxo-4H-pyrazole-4-carboxamide